8-amino-6-(4-methylpyridin-3-yl)isoquinolin NC=1C=C(C=C2C=CN=CC12)C=1C=NC=CC1C